tert-butyl 5-(2-ethoxy-2-oxoacetyl)-4-hydroxy-1,2,3,6-tetrahydropyridine-1-carboxylate C(C)OC(C(=O)C1=C(CCN(C1)C(=O)OC(C)(C)C)O)=O